2-(1-acryloyl-4-(8-chloro-7-(6-chloro-5-methyl-1H-indazol-4-yl)-6-fluoro-4-((1-methyl-pyrrolidin-2-yl)methoxy)-1H-imidazo[4,5-c]quinolin-1-yl)piperidin-2-yl)acetonitrile C(C=C)(=O)N1C(CC(CC1)N1C=NC=2C(=NC=3C(=C(C(=CC3C21)Cl)C2=C1C=NNC1=CC(=C2C)Cl)F)OCC2N(CCC2)C)CC#N